3-fluoro-N-[(4-methoxypyrimidin-5-yl)methyl]-4-(trifluoromethoxy)-benzamide FC=1C=C(C(=O)NCC=2C(=NC=NC2)OC)C=CC1OC(F)(F)F